(1R,2S)-N-(5-((5-methoxypyridin-2-yl)ethynyl)-8-(methylamino)-2,7-naphthyridin-3-yl)-2-(trifluoromethyl)cyclopropane-1-carboxamide COC=1C=CC(=NC1)C#CC1=C2C=C(N=CC2=C(N=C1)NC)NC(=O)[C@H]1[C@H](C1)C(F)(F)F